ClC1=CC2=CC=C(C=C2C=C1)C1=CC=CC=C1 2-Chloro-6-phenylnaphthalene